[O-2].C(C)O[Zn](OCC)OCC triethoxyzinc oxide